(E)-N-(1-benzylpiperidin-4-yl)-2-(4-(3-oxo-3-(4-chlorophenyl)prop-1-en-1-yl)phenoxy)acetamide C(C1=CC=CC=C1)N1CCC(CC1)NC(COC1=CC=C(C=C1)\C=C\C(C1=CC=C(C=C1)Cl)=O)=O